C(N)(=O)C1=C(C(=CC(=C1)Cl)C)NC(=O)C=1N(N=C(C1)Cl)C1CC1 N-(2-carbamoyl-4-chloro-6-methyl-phenyl)-5-chloro-2-cyclopropyl-pyrazole-3-carboxamide